ClC1=C(C=CC(=C1)F)C1=CC=NC2=CC(=CC=C12)O[C@@H](C(=O)N1CC(CCC1)S(=O)(=O)N)C |r| 1-[rac-(2R)-2-[[4-(2-chloro-4-fluoro-phenyl)-7-quinolyl]oxy]propanoyl]piperidine-3-sulfonamide